C(C)N1N=C(C(=C1)C1=NC(=NC=C1)N)C=1C=NC=CC1 (1-ethyl-3-(pyridin-3-yl)-1H-pyrazol-4-yl)pyrimidin-2-amine